1-methylheptyl vinyl ether C(=C)OC(CCCCCC)C